Methyl 2-(2-(2-(4-((tert-butoxycarbonyl)amino)phenyl)thiazole-4-carboxamido)acetamido)acrylate C(C)(C)(C)OC(=O)NC1=CC=C(C=C1)C=1SC=C(N1)C(=O)NCC(=O)NC(C(=O)OC)=C